C(C)C(C(=O)OCCOCCOCCOCCOC(C(CCCC)CC)=O)CCCC tetraethylene glycol bis(2-ethylhexanoate)